p-methoxy-α-toluenethiol COC1=CC=C(CS)C=C1